N(=[N+]=[N-])CCCCCCCCCCCCSC1=C2CN(C(C2=CC=C1)=O)C1C(NC(CC1)=O)=O 3-(4-((12-azidododecyl)thio)-1-oxoisoindolin-2-yl)piperidine-2,6-dione